P(=O)(OOCCCCCCCCC)(OC1=C(C=CC=C1)C)OC1=C(C=CC=C1)C n-nonanyloxy bis(2-tolyl) phosphate